C(CCCCCCCCC)NC(O)=O.C(CCCCCCCCC)NC(O)=O.CC1=CC=CC=C1 toluene-bis(decyl carbamate)